C(C)N1C(=C([C@@H](C(=C1C)C(=O)OC(C)C)C1=CC=CC=C1)C(=O)O)C(=O)O (4S)-1-ethyl-6-methyl-4-phenyl-5-propan-2-yloxycarbonyl-4H-pyridine-2,3-dicarboxylic acid